Cl.NC1=C(NC)C=C(C=C1C)Cl 2-amino-5-chloro-3,N-dimethylaniline hydrochloride